Bis((2-bromoethyl)amino)phosphinic acid 6-((2-methyl-3-oxoisoindolin-5-yl) oxy)-7-nitrochroman-4-yl ester CN1CC2=CC=C(C=C2C1=O)OC=1C=C2C(CCOC2=CC1[N+](=O)[O-])OP(=O)(NCCBr)NCCBr